C(C)(C)(C)OC(N[C@H]1C[C@@H](OC[C@@H]1SCC)C(=O)N1[C@H](C2=CC=CC=C2CC1)C1=CC=C(C=C1)F)=O ((2R,4S,5R)-5-(ethylsulfanyl)-2-((S)-1-(4-fluorophenyl)-1,2,3,4-tetrahydroisoquinoline-2-carbonyl)tetrahydro-2H-pyran-4-yl)carbamic acid tert-butyl ester